3-methyl-1-(pyrimidin-2-yl)-1H-pyrazole CC1=NN(C=C1)C1=NC=CC=N1